FC=1C=C2C=CC=NC2=CC1OC 6-fluoro-7-methoxy-quinoline